4-hydroxy-N,N-dimethylthiobenzamide OC1=CC=C(C(=S)N(C)C)C=C1